S(=O)(=O)(O)C1=C(C=CC=C1)C#CC#CC#CC#CC1=CC=C(C(=O)O)C=C1 4-((2-sulfophenyl)octa-1,3,5,7-tetrayn-1-yl)benzoic acid